C(C)N1N=C2C(=CC=C(C2=C1)N1CCN(CC1)C(=O)OC(C)(C)C)C(NC=1C=C(C=2N(C1)C=C(N2)C)F)=O tert-butyl 4-[2-ethyl-7-({8-fluoro-2-methylimidazo[1,2-a]pyridin-6-yl} carbamoyl)indazol-4-yl]piperazine-1-carboxylate